ICCCCC(CCOCOCC[Si](C)(C)C)=O 7-iodo-1-{[2-(trimethylsilyl)ethoxy]methoxy}heptan-3-one